OC1CNCCC1C#N 3-hydroxypiperidine-4-carbonitrile